5-(((6-methyl-1,2,4,5-tetrazin-3-yl)methyl)amino)-5-oxopentanoic acid CC1=NN=C(N=N1)CNC(CCCC(=O)O)=O